methyl 6-methylpiperidine-3-carboxylate acetate C(C)(=O)O.CC1CCC(CN1)C(=O)OC